dimethyl (R)-2-(3-bromophenethyl)-2-(1-(tert-butoxycarbonyl)pyrrolidin-3-yl)malonate BrC=1C=C(CCC(C(=O)OC)(C(=O)OC)[C@@H]2CN(CC2)C(=O)OC(C)(C)C)C=CC1